4-(4-(trans-4-amino-3-fluoropiperidin-1-yl)-6-methylquinazolin-2-yl)-1-(cyclopropylimino)-2,3,4,5-tetrahydro-benzo[f][1,4]thiazepine-1-Oxide N[C@H]1[C@@H](CN(CC1)C1=NC(=NC2=CC=C(C=C12)C)N1CCS(C2=C(C1)C=CC=C2)(=NC2CC2)=O)F